CC(CP(CC(CC(C)(C)C)C)CC(CC(C)(C)C)C)CC(C)(C)C tris(2,4,4-trimethylpentyl)phosphine